OC(CN1N=C2N(C=CC(=C2)I)C1=O)(C)C 2-(2-hydroxy-2-methylpropyl)7-iodo-[1,2,4]triazolo[4,3-a]pyridin-3(2H)-one